BrCC(C(=O)N1CCN(CC1)C=1SN=C2C1C=C(C(=C2F)C2=CC(=CC1=CC=CC=C21)O)Cl)=C 2-(bromomethyl)-1-(4-(5-chloro-7-fluoro-6-(3-hydroxy-1-naphthyl)-2,1-benzothiazol-3-yl)-1-piperazinyl)-2-propen-1-one